(R)-5-((((9H-fluoren-9-yl)methoxy)carbonyl)amino)-2-((tert-butoxycarbonyl)amino)pentanoic acid C1=CC=CC=2C3=CC=CC=C3C(C12)COC(=O)NCCC[C@H](C(=O)O)NC(=O)OC(C)(C)C